2-(6-(((1R,4R,5R,6R)-6-fluoro-1-methyl-2-azabicyclo[2.2.1]heptan-5-yl)oxy)pyridazin-3-yl)-5-(1H-imidazol-1-yl)phenol F[C@H]1[C@@H]([C@H]2CN[C@@]1(C2)C)OC2=CC=C(N=N2)C2=C(C=C(C=C2)N2C=NC=C2)O